N-(1-cyclopropyl-3-(methylsulfonyl)allyl-1-d)-2-(1,1-difluoroethyl)-4-phenoxypyrimidine-5-carboxamide C1(CC1)C(C=CS(=O)(=O)C)([2H])NC(=O)C=1C(=NC(=NC1)C(C)(F)F)OC1=CC=CC=C1